4-(6-(5-((2,4-difluorophenyl)sulfonamido)-6-methoxypyridine-3-yl)-1,5-naphthyridin-4-yl)piperazine-1-carboxylic acid tert-butyl ester C(C)(C)(C)OC(=O)N1CCN(CC1)C1=CC=NC2=CC=C(N=C12)C=1C=NC(=C(C1)NS(=O)(=O)C1=C(C=C(C=C1)F)F)OC